2-(3-acetyl-5-(pyrimidin-2-ylethynyl)-1H-indazol-1-yl)-N-(2-((3-chloro-2-fluorobenzyl)amino)-2-oxoethyl)-N-cyclopropylacetamide C(C)(=O)C1=NN(C2=CC=C(C=C12)C#CC1=NC=CC=N1)CC(=O)N(C1CC1)CC(=O)NCC1=C(C(=CC=C1)Cl)F